naphthyl-(naphthylphenyl)anthracene-d19 C1(=CC=CC2=CC=CC=C12)C1(C(C(C(C2(C(C3(C(C(C(C(C3=C(C12)C1=C(C=CC=C1)C1=CC=CC2=CC=CC=C12)([2H])[2H])([2H])[2H])([2H])[2H])([2H])[2H])[2H])([2H])[2H])[2H])([2H])[2H])([2H])[2H])([2H])[2H])[2H]